3-[(3-chloro-2-methoxyphenyl)amino]-7-(2-fluoroethyl)-2-(6-methoxy-1,5-naphthyridin-4-yl)-1H,5H,6H,7H-pyrrolo[3,2-c]pyridin-4-one ClC=1C(=C(C=CC1)NC1=C(NC2=C1C(NCC2CCF)=O)C2=CC=NC1=CC=C(N=C21)OC)OC